2-(3,5-dimethoxyphenyl)propan-2-ol COC=1C=C(C=C(C1)OC)C(C)(C)O